CC=1C=NC2=CC=C(C=C2C1)N[C@H]1CNCC1 (3R)-3-[(3-methyl-6-quinolyl)amino]Pyrrolidine